methyl (1r,4R)-4-(3-chloroanilino)-2'-[(2R)-3-hydroxy-2-methylpropyl]-5'-methylspiro[cyclohexane-1,1'-indene]-4-carboxylate ClC=1C=C(NC2(CCC3(C(=CC4=CC(=CC=C34)C)C[C@H](CO)C)CC2)C(=O)OC)C=CC1